C(#N)C1=C(C=C(OC2C(C(C2(C)C)NC(C2=CN=C(C=C2)N2CCC(CC2)CCN2CCN(CC2)C=2C=C3C(N(C(C3=CC2)=O)C2C(NC(CC2)=O)=O)=O)=O)(C)C)C=C1)C N-((1r,3r)-3-(4-cyano-3-methylphenoxy)-2,2,4,4-tetramethylcyclobutyl)-6-(4-(2-(4-(2-(2,6-dioxopiperidin-3-yl)-1,3-dioxoisoindolin-5-yl)piperazin-1-yl)ethyl)piperidin-1-yl)nicotinamide